3-methyl-2,3-dihydro-1,4-benzodioxine-6-carboxylic acid methyl ester COC(=O)C1=CC2=C(OCC(O2)C)C=C1